2-{[(1S)-1-{4-[4-(4-acryloylpiperazin-1-yl)tetrahydro-2H-pyran-4-yl]phenyl}ethyl]amino}-8-(pentan-3-yl)pyrido[2,3-d]pyrimidin-7(8H)-one C(C=C)(=O)N1CCN(CC1)C1(CCOCC1)C1=CC=C(C=C1)[C@H](C)NC=1N=CC2=C(N1)N(C(C=C2)=O)C(CC)CC